2-methyl-1,3-propanediol malonate C(CC(=O)O)(=O)O.CC(CO)CO